CC1=C(N2C=CC=C2C=C1C(=O)O)C(C)OCC1=CC=NC=C1 6-methyl-5-(1-(pyridin-4-ylmethoxy)ethyl)indolizine-7-carboxylic acid